bis[2-(2-bromo-isobutyryloxy)undecyl]disulfide BrC(C(=O)OC(CSSCC(CCCCCCCCC)OC(C(C)(C)Br)=O)CCCCCCCCC)(C)C